O=C1NC(CCC1N1C(C2=CC=CC(=C2C1=O)NCCCC=1C(=NC=CC1)C(=O)N)=O)=O (3-((2-(2,6-dioxopiperidin-3-yl)-1,3-dioxoisoindolin-4-yl)amino)propyl)picolinamide